imidazole-2-carbohydrazide N1C(=NC=C1)C(=O)NN